BrC=1C=C(C=NC(C(CO)=O)CC2=CC=C(C=C2)O)C=C(C1)O 3-(3-bromo-5-hydroxybenzylideneamino)-1-hydroxy-4-(4-hydroxyphenyl)butan-2-one